N-(4-hydroxyphenyl)-1,2-dimethyl-5-(6-{[(3R)-3-methyl-3,4-dihydroisoquinolin-2(1H)-yl]carbonyl}-1,3-benzodioxol-5-yl)-N-(pyridin-4-yl)-1H-pyrrole-3-carboxamide OC1=CC=C(C=C1)N(C(=O)C1=C(N(C(=C1)C1=CC2=C(OCO2)C=C1C(=O)N1CC2=CC=CC=C2C[C@H]1C)C)C)C1=CC=NC=C1